CN(C(C(=C)C)=O)C1=C(C=CC(=C1)C)C#N N-methyl-N-(2-cyano-5-methylphenyl)-methacrylamide